propylene glycol (1-hydroxypropan-2-yl octanoate) OCC(C)C(C(=O)O)CCCCCC.C(C(C)O)O